2,6-dioxaspiro[4.5]decan-9-one C1OCCC12OCCC(C2)=O